OC1=CC=C(C=C1)C1=CC=C(C=C1)O dihydroxy-1,1-biphenyl